FC1=CC=CC=2C(=NOC21)C2=C(C=CC=C2)[C@H](CC2=NC(=CC=C2F)S(=O)(=O)C)N (S)-1-[2-(7-Fluorobenzo[d]isoxazol-3-yl)phenyl]-2-(3-fluoro-6-methylsulfonylpyridin-2-yl)ethan-1-amine